2,4-diethylpentanedicarboxylic acid C(C)C(C(C(=O)O)C(=O)O)CC(C)CC